N-(2-(difluoromethoxy)-6-methylpyridin-3-yl)-1-(2-isopropylphenyl)-3-(2-oxoazetidin-1-yl)cyclobutane-1-carboxamide FC(OC1=NC(=CC=C1NC(=O)C1(CC(C1)N1C(CC1)=O)C1=C(C=CC=C1)C(C)C)C)F